Silver-zirconium-copper [Cu].[Zr].[Ag]